F[P-](F)(F)(F)(F)F.C(=O)(OC)C1=C(C=CC=C1)[S+](C)C1=C(C=CC=C1)C(=O)OC Di-(carbomethoxyphenyl)-methylsulfonium hexa-fluorophosphat